4-(2-fluorophenyl)-7-(4-methyl-1,3-thiazol-5-yl)-2-(2-(2-propenoyl)-2,6-diazaspiro[3.4]octan-6-yl)-5,6-dihydro-3-quinolinecarbonitrile FC1=C(C=CC=C1)C1=C(C(=NC=2C=C(CCC12)C1=C(N=CS1)C)N1CC2(CN(C2)C(C=C)=O)CC1)C#N